ClC1=CC2=C(NC(=N2)NC(C)C)C=C1Cl 5,6-dichloro-N-isopropyl-1H-benzo[d]imidazol-2-amine